diethyl 2-(((2R,3S,4R)-3-acetoxy-3-ethynyl-4,5-dihydroxytetra-hydrofuran-2-yl)methoxy)-2-(4-(3-methyl-2-oxotetrahydropyrimidin-1(2H)-yl)benzyl)-malonate C(C)(=O)O[C@@]1([C@H](OC([C@@H]1O)O)COC(C(=O)OCC)(C(=O)OCC)CC1=CC=C(C=C1)N1C(N(CCC1)C)=O)C#C